C(CCCO)CCO The molecule is a diol that is hexane substituted by hydroxy groups at positions 1 and 6. It is a diol and a primary alcohol. It derives from a hydride of a hexane.